2-Amino-4-methyl-pentan NC(C)CC(C)C